NC1=CC=C(C=C1)C=CC1=CC=C(C=C1)NC(C1=CC=CC=C1)=O 4-amino-4'-benzamidostilbene